S(=O)(=O)(O)C1=C(C2=C(C=CO2)C=C1)N(CC)CC 6-sulfo-7-(diethylamino)benzofuran